ClC1=C(NC2=NSC=3C2=NC=C(C3)C=NCCNC(C)=O)C=CC=C1C1=CC3=C(OCCO3)C=C1 2-((3-(2-chloro-3-(1,4-benzodioxan-6-yl)anilino)isothiazolo[4,5-b]pyridin-6-ylmethylene)amino)-1-acetamidoethane